4-(1-methyl-3-(trimethylstannyl)-1H-pyrazol-4-yl)-1-(phenylsulfonyl)-1H-pyrrolo[2,3-b]pyridine CN1N=C(C(=C1)C1=C2C(=NC=C1)N(C=C2)S(=O)(=O)C2=CC=CC=C2)[Sn](C)(C)C